C1(CC1)C(=O)NC1=NC=CC(=C1)C1=CNC2=C(C=CC=C12)NC(C1=CC(=CC(=C1)C)C)=O N-(3-(2-(cyclopropanecarboxamido)pyridin-4-yl)-1H-indol-7-yl)-3,5-dimethylbenzamide